2,5-diaminotoluene sulfate S(=O)(=O)(O)O.NC1=C(C)C=C(C=C1)N